6-(3-Isopropyloctyl)-5-methyl-2-thiouracil C(C)(C)C(CCC1=C(C(NC(N1)=S)=O)C)CCCCC